O=S1(N(CC2=C1C=CC=C2)C=2OC(=C(N2)N2C=CC=1C=CC=NC1C2=O)C2=CC=C(C=C2)F)=O 7-(2-(1,1-dioxidobenzo[d]isothiazol-2(3H)-yl)-5-(4-fluorophenyl)oxazol-4-yl)-1,7-naphthyridin-8(7H)-one